6-(4-amino-1-isopropyl-pyrazolo[3,4-d]pyrimidin-3-yl)-N-(1,3,4-thiadiazol-2-yl)-1H-indole-2-carboxamide NC1=C2C(=NC=N1)N(N=C2C2=CC=C1C=C(NC1=C2)C(=O)NC=2SC=NN2)C(C)C